6-(tert-butyl) 3-ethyl (R)-5-methyl-4,7-dihydrothieno[2,3-c]pyridine-3,6(5H)-dicarboxylate C[C@@H]1CC2=C(CN1C(=O)OC(C)(C)C)SC=C2C(=O)OCC